C(C)(C)(C)OC([C@H](CC1=C(C=C(C=C1)Br)Br)N)=O (2S)-2-amino-3-(2,4-dibromophenyl)propionic acid t-butyl ester